O=C(CCOCCC)N1CC2N(C3=C(OC2)C=C(C=N3)C(F)(F)F)CC1 1-(3-oxo-3-(3-(trifluoromethyl)-6a,7,9,10-tetrahydropyrazino[1,2-d]pyrido[3,2-b][1,4]oxazin-8(6H)-yl)propoxy)propan